C1(CC1)C=1N=CC=2N(C1[C@H](C=1N=NN(C1)C1=CC(=C(OCC(C)(O)C)C=C1F)F)O)C=NC2 1-(4-{4-[(R)-(6-cyclopropyl-imidazo[1,5-a]pyrazin-5-yl)-hydroxy-methyl]-[1,2,3]triazol-1-yl}-2,5-difluoro-phenoxy)-2-methyl-propan-2-ol